OC1(CC1)C(=O)N1CC2=C(C=C(C=C2CC1)C=1C=C2C(=NC1)NC=C2C)C2NCCOC2 (1-hydroxycyclopropyl)(6-(3-methyl-1H-pyrrolo[2,3-b]pyridin-5-yl)-8-(morpholin-3-yl)-3,4-dihydroisoquinolin-2(1H)-yl)methanone